C(=O)(O)C=1C=C(CS[C@]2(O[C@H]([C@@H]([C@H](C2)O)NC(CO)=O)[C@@H]([C@@H](CNC(CC2=CC=C(C=C2)Cl)=O)O)O)C(=O)O)C=CC1 (2S,4S,5R,6R)-2-((3-carboxybenzyl)thio)-6-((1R,2R)-3-(2-(4-chlorophenyl)acetamido)-1,2-dihydroxypropyl)-4-hydroxy-5-(2-hydroxyacetamido)tetrahydro-2H-pyran-2-carboxylic acid